Methyl 3-iodo-4-(methoxymethoxy)benzoate IC=1C=C(C(=O)OC)C=CC1OCOC